N1C=C(C2=CC=CC=C12)CCC1(NC(=NC(=N1)NCCCN1CCN(CC1)C)NCC=1C=NC=CC1)N 2-(2-(1H-indol-3-yl)ethyl)-N4-(3-(4-methylpiperazin-1-yl)propyl)-N6-(pyridin-3-ylmethyl)-1,3,5-triazine-2,4,6-triamine